O=C1N(CC2=CC(=CC=C12)N1CCC2(OCCO2)CC1)C1C(NC(CC1)=O)=O 3-(1-oxo-5-(1,4-dioxa-8-azaspiro[4.5]decane-8-yl)isoindolin-2-yl)piperidine-2,6-dione